FC1CS(=O)(=O)OC=C1 2-fluoro-3-butene-1,4-sultone